BrCC#CC1=NC=CC(=C1)N1C2CN(CC1CC2)C2=C(N=NC(=C2)C2=C(C=CC=C2)OCOC)N 4-(8-(2-(3-bromoprop-1-yn-1-yl)pyridin-4-yl)-3,8-diazabicyclo[3.2.1]octan-3-yl)-6-(2-(methoxymethoxy)phenyl)pyridazin-3-amine